C1(CC1)N1N=NC(=C1CO[C@H]1[C@@H]2CN([C@H](C1)C2)C=2SC1=C(N2)C(=CC(=C1)C(=O)OC)OC(F)(F)F)C1=C(C=CC=C1Cl)Cl methyl 2-[(1S,4S,5R)-5-[[1-cyclopropyl-4-(2,6-dichlorophenyl)-1H-1,2,3-triazol-5-yl]methoxy]-2-azabicyclo[2.2.1]heptan-2-yl]-4-(trifluoromethoxy)-1,3-benzothiazole-6-carboxylate